ClC1=C(C=C2C=C(N=CC2=C1)NC(=O)C1C(C1)C1=CC=NN1C(C)C)C1CCN(CC1)[C@]1(COC[C@H]1O)C N-(7-chloro-6-(1-((3S,4S)-4-hydroxy-3-methyltetrahydrofuran-3-yl)piperidin-4-yl)isoquinolin-3-yl)-2-(1-isopropyl-1H-pyrazol-5-yl)cyclopropane-1-carboxamide